tert-butyl (7-fluoro-6-(4,4,5,5-tetramethyl-1,3,2-dioxaborolan-2-yl)benzo[d]thiazol-2-yl)(propyl)carbamate FC1=C(C=CC=2N=C(SC21)N(C(OC(C)(C)C)=O)CCC)B2OC(C(O2)(C)C)(C)C